2-(2-methylpyrazolo[1,5-a]pyridin-5-yl)-7-(piperazin-1-yl)-4H-pyrido[1,2-a]pyrimidin-4-one hydrochloride Cl.CC1=NN2C(C=C(C=C2)C=2N=C3N(C(C2)=O)C=C(C=C3)N3CCNCC3)=C1